CC=1SC(=CC1NC(NS(N(C1CN(CCC1)C)C=1C=NN(C1)C)(=O)=O)=O)C 3-(2,5-Dimethylthiophen-3-yl)-1-[(1-methyl-1H-pyrazol-4-yl)(1-methylpiperidin-3-yl)sulfamoyl]urea